FC1=C(C=CC(=C1F)OC)C1=CN=C2N1C=CN=C2NC2=CC(=C(C(=O)N1CCN(CC1)C(=O)N1C[C@H](NCC1)C(=O)O)C=C2)C (2S)-4-[4-[4-[[3-(2,3-difluoro-4-methoxyphenyl)imidazo[1,2-a]pyrazin-8-yl]amino]-2-methylbenzoyl]piperazine-1-carbonyl]piperazine-2-carboxylic acid